C1=CC=CC=2C3=CC=CC=C3C(C12)COC(=O)N[C@@H](CC(=O)O)C(=O)OCC1=CC=CC=C1 (S)-3-((((9H-fluoren-9-yl)methoxy)carbonyl)amino)-4-(benzyloxy)-L-4-oxobutanoic acid